8-chloro-2-methoxy-3-(2-methoxyethoxy)-1,5-naphthyridine ClC=1C=CN=C2C=C(C(=NC12)OC)OCCOC